C1(CC1)CCC1=CC(=CN1C)C=1C(=C(C(=CC1)O)N1CC(NS1(=O)=O)=O)F 5-(3-(5-(2-cyclopropylethyl)-1-methyl-1H-pyrrol-3-yl)-2-fluoro-6-hydroxyphenyl)-1,2,5-thiadiazolidin-3-one 1,1-dioxide